COC=1C=C2C=C(C=NC2=CC1OC)C1=CC(=CC=C1)OC 6,7-Dimethoxy-3-(3-methoxy-phenyl)-quinoline